tri-phenyl-phosphite C1(=CC=CC=C1)OP(OC1=CC=CC=C1)OC1=CC=CC=C1